2-(hydroxymethyl)pyrrolidine-1-carboxylic acid ethyl ester C(C)OC(=O)N1C(CCC1)CO